OCCC[C@H]1C(NC(C1)(C([2H])([2H])[2H])C([2H])([2H])[2H])=O |r| racemic-3-(3-hydroxypropyl)-5,5-bis(trideuteriomethyl)pyrrolidin-2-one